O=C1NC(CCC1N1C(C2=CC=CC(=C2C1=O)NCCOCCOC=1C=C(C=CC1)CC(=O)O)=O)=O 2-(3-(2-(2-((2-(2,6-dioxopiperidin-3-yl)-1,3-dioxoisoindolin-4-yl)amino)ethoxy)ethoxy)phenyl)acetic acid